(1s,3s)-3-((6-(4-(azidomethyl)-3-methylisoxazol-5-yl)pyridin-3-yl)oxy)cyclohexane-1-carboxylic acid isopropyl ester C(C)(C)OC(=O)[C@@H]1C[C@H](CCC1)OC=1C=NC(=CC1)C1=C(C(=NO1)C)CN=[N+]=[N-]